Z-2,2-difluoro-4-phenylbut-3-enoic acid ethyl ester C(C)OC(C(\C=C/C1=CC=CC=C1)(F)F)=O